C1(CCCC1)C1CCCC1 bi-cyclopentane